FC(COC=1C=C(C(=NC1)N)OC)F 5-(2,2-difluoroethoxy)-3-methoxypyridin-2-amine